FC1=C(C=C(C(=C1F)F)OC([2H])([2H])[2H])CC(=O)O 2-(2,3,4-trifluoro-5-(methoxy-d3)phenyl)acetic acid